(R)-4-(2-(dimethylamino)-3-(1,3-dioxo-2,3-dihydro-1H-inden-2-yl)propyl)-N,3,5-trimethylbenzamide CN([C@@H](CC1=C(C=C(C(=O)NC)C=C1C)C)CC1C(C2=CC=CC=C2C1=O)=O)C